C(C)(C)(C)OC(=O)N[C@@H](CCCOC1=NC=CC(=C1)N(C(OC(C)(C)C)=O)C1=CC(=NN1C(C)(C)C)[C@@H]1C[C@@H](CC1)O)C(F)(F)F tert-butyl (2-(((S)-4-((tert-butoxycarbonyl)amino)-5,5,5-trifluoropentyl)oxy)pyridin-4-yl)(1-(tert-butyl)-3-((1S,3R)-3-hydroxycyclopentyl)-1H-pyrazol-5-yl)carbamate